CC=1C=C(C=C(C1)C)C1=C(C(=CC=C1)N)N (3,5-dimethylphenyl)benzene-1,2-diamine